CC1=CC=C(C=N1)C(=O)NC=1SC=C(N1)C=1C=NC=CC1 6-methyl-N-[4-(3-pyridyl)thiazol-2-yl]pyridine-3-carboxamide